9-amino-6,7-dichloro-2-(2-methoxyethyl)-10-(1H-pyrazol-4-yl)-3,4-dihydropyrazino[1,2-a]indol-1-one dihydrochloride Cl.Cl.NC=1C=2C(=C3N(C2C(=C(C1)Cl)Cl)CCN(C3=O)CCOC)C=3C=NNC3